BrC1=C(OC[C@H]2N(CCCC2)C(=O)C2=C(C=CC=C2)CC=O)C=CC=C1O 2-[2-[(2S)-2-(2-bromo-3-hydroxyphenoxymethyl)piperidine-1-carbonyl]phenyl]acetaldehyde